CC1=C(C=NC(=C1)S(=O)(=O)C)C1=CC(=NC2=C(N=CC=C12)C1=CC=NN1C1OCCCC1)N1[C@@H](COCC1)C 4-[4-methyl-6-(methylsulfonyl)pyridin-3-yl]-2-[(3R)-3-methylmorpholin-4-yl]-8-[1-(tetrahydro-2H-pyran-2-yl)-1H-pyrazol-5-yl]-1,7-naphthyridine